methyl (1R,2s,5s)-6,6-dimethyl-3-azabicyclo[3.1.0]hexane-2-carboxylate hydrochloride Cl.CC1([C@H]2CN[C@@H]([C@@H]12)C(=O)OC)C